3-{[2-(oxan-4-yl)-1-oxoisoquinolin-7-yl]amino}pyrrolidine-1-carboxylate O1CCC(CC1)N1C(C2=CC(=CC=C2C=C1)NC1CN(CC1)C(=O)[O-])=O